C(C)C1=C(C=CC=C1)OC(NC1=CC=CC=C1)=O N-phenylcarbamic acid (ethylphenyl) ester